9-amino-10-(3-methoxy-2,6-dimethylphenyl)-5-methylimidazo[1,2-a]pyrrolo[2,1-c]pyrazine-8-carboxamide NC=1C(=C2C=3N(C(=CN2C1C(=O)N)C)C=CN3)C3=C(C(=CC=C3C)OC)C